BrC=1C=C2C3(C(N(C2=CC1)CC(=O)O)=O)CCCC3 2-(5'-bromo-2'-oxospiro[cyclopentane-1,3'-indolin]-1'-yl)acetic acid